FC=1C=C(C(=NC1)C1=NC(=C(C=C1)F)C)C=1C=CC=2N(C1)C(=CN2)C(=O)N 6-(5,5'-Difluoro-6'-methyl-[2,2'-bipyridin]-3-yl)imidazo[1,2-a]pyridin-3-carboxamid